NC1=C2C=C(N(C2=CC=C1)C1=NN2C(C(=N1)NCC1=CC=CC=C1)=CC=C2)C 2-(4-amino-2-methyl-1H-indol-1-yl)-N-benzylpyrrolo[2,1-f][1,2,4]triazin-4-amine